1-(2-(chloromethyl)-4-(1-isopropyl-4-(trifluoromethyl)-1H-imidazol-2-yl)benzyl)-6-(4-cyclopropyl-6-methoxypyrimidin-5-yl)-1H-pyrazolo[3,4-d]pyrimidine ClCC1=C(CN2N=CC=3C2=NC(=NC3)C=3C(=NC=NC3OC)C3CC3)C=CC(=C1)C=1N(C=C(N1)C(F)(F)F)C(C)C